3-bromoperfluoropropene BrC(C(=C(F)F)F)(F)F